2-chloro-N-((5-(1-methyl-4-(trifluoromethyl)-1H-imidazol-2-yl)thiophen-2-yl)methyl)furo[3,2-d]pyrimidin-4-amine ClC=1N=C(C2=C(N1)C=CO2)NCC=2SC(=CC2)C=2N(C=C(N2)C(F)(F)F)C